(S)-N-((2-(6-(1-oxa-7-azaspiro[4.4]nonan-7-yl)pyridin-2-yl)-1,6-naphthyridin-7-yl)methyl)-4-methyl-3-(methylsulfonyl)benzamide O1CCC[C@]12CN(CC2)C2=CC=CC(=N2)C2=NC1=CC(=NC=C1C=C2)CNC(C2=CC(=C(C=C2)C)S(=O)(=O)C)=O